C1(=CC=CC=C1)C1(CC1)CNC(C(=O)NC1=CNC=2C1=NC=CC2)=O N1-((1-phenylcyclopropyl)methyl)-N2-(1H-pyrrolo[3,2-b]pyridin-3-yl)oxalamide